(5-amino-2-cyanophenyl)boric acid NC=1C=CC(=C(C1)OB(O)O)C#N